8-cyclopropyl-N-[(4-methoxy-1H-benzimidazol-2-yl)methyl]-2-morpholinyl-pyrazolo[1,5-a][1,3,5]triazin-4-amine C1(CC1)C=1C=NN2C1N=C(N=C2NCC2=NC1=C(N2)C=CC=C1OC)N1CCOCC1